N-(2,4-dimethoxybenzyl)-2-(3-iodophenyl)-4-isopropylpyrido[3,4-D]pyrimidin-8-amine COC1=C(CNC2=NC=CC3=C2N=C(N=C3C(C)C)C3=CC(=CC=C3)I)C=CC(=C1)OC